5-((4-(carboxymethoxy)butyl)(isopropyl)amino)-2,3-diphenylpyrazine 1-oxide C(=O)(O)COCCCCN(C=1N=C(C(=[N+](C1)[O-])C1=CC=CC=C1)C1=CC=CC=C1)C(C)C